CNC(OC(C)(C)C)=O tertbutyl N-methylcarbamate